C1(=CC=CC=C1)C1C(CCC1)=O 2-Phenylcyclopentanone